C(#CC)C=1C=C(C=CC1)B(O)O [3-(1-PROPYN-1-YL)PHENYL]-BORONIC ACID